methylsulfonyl-L-aspartic acid CS(=O)(=O)N[C@@H](CC(=O)O)C(=O)O